FC(C(=O)OCCCCCCCC\C=C/CCCC)=C (Z)-tetradec-9-en-1-yl 2-fluoroacrylate